C(C=C)(=O)OCCCCCCC[Si](OC)(OC)OC acryloyloxyheptyl-trimethoxysilane